7-[(1S)-1-{5-[(3-aminoazetidin-1-yl)methyl]-2-oxo-2,3-dihydro-1,3-oxazol-3-yl}ethyl]-3-(3-cyano-4-methanesulfonamidophenyl)-1H-indole-2-carboxylic acid NC1CN(C1)CC1=CN(C(O1)=O)[C@@H](C)C=1C=CC=C2C(=C(NC12)C(=O)O)C1=CC(=C(C=C1)NS(=O)(=O)C)C#N